(S)-6-chloro-2-((6-isopropyl-5-oxo-6,7-dihydro-5H-pyrrolo[3,4-d]pyrimidin-2-yl)amino)-2,3-dihydro-1H-indene-4-carbonitrile ClC=1C=C(C=2C[C@H](CC2C1)NC=1N=CC2=C(N1)CN(C2=O)C(C)C)C#N